CC=1SC(=CN1)S(=O)(=O)N1CCC(CC1)C=1C(=CC=2N(C1)N=CN2)C 2-methyl-5-((4-(7-methyl-[1,2,4]triazolo[1,5-a]pyridin-6-yl)piperidin-1-yl)sulfonyl)thiazole